N-(3-(5-(5-(2,3-Dihydro-1H-inden-4-yl)-6-methoxy-1H-pyrazolo[4,3-b]pyridin-3-yl)pyridin-2-yl)cyclopentyl)-2-hydroxyacetamide C1CCC2=C(C=CC=C12)C1=C(C=C2C(=N1)C(=NN2)C=2C=CC(=NC2)C2CC(CC2)NC(CO)=O)OC